FC1=C(COC2=CC=CC=3N=C(SC32)CN3C(C(=CC=C3)NC([C@H](CC\C=C\C(=O)N(C)C)NC(OC)=O)=O)=O)C=CC(=C1)F methyl (S,E)-(1-((1-((7-((2,4-difluorobenzyl)oxy)benzo[d]thiazol-2-yl)methyl)-2-oxo-1,2-dihydropyridin-3-yl)amino)-7-(dimethylamino)-1,7-dioxohept-5-en-2-yl)carbamate